NC=1N=C(C2=C(N1)NC=C2)OC2=CC=C(C=C2)NC(=O)N[C@@H](CC(NC2=CC=CC=C2)=O)C(=O)O N2-((4-((2-amino-7H-pyrrolo[2,3-d]pyrimidin-4-yl)oxy)phenyl)carbamoyl)-N4-phenyl-L-asparagine